C(C(C)C)C1=CC(=C(C#N)C=C1)N1CCN(CC1)CC=1N(C=CN1)C 4-isobutyl-2-(4-((1-methyl-1H-imidazol-2-yl)methyl)piperazin-1-yl)benzonitrile